C1(CC1)NC(C(C(CC1C(NCC1)=O)NC(=O)C1C2C(C2CN1C(C(C(C)(C)C)NC(C(F)(F)F)=O)=O)(C)C)=O)=O N-(4-(cyclopropylamino)-3,4-dioxo-1-(2-oxopyrrolidin-3-yl)butan-2-yl)-3-(3,3-dimethyl-2-(2,2,2-trifluoroacetamido)butanoyl)-6,6-dimethyl-3-azabicyclo[3.1.0]hexane-2-carboxamide